(5-diphenylphosphino-9,9-dimethyl-anthracen-4-yl)-diphenyl-phosphine C1(=CC=CC=C1)P(C1=C2CC=3C(=CC=CC3C(C2=CC=C1)(C)C)P(C1=CC=CC=C1)C1=CC=CC=C1)C1=CC=CC=C1